NC1CCN(CC1)C1=C(N=NC2=CC(=C(C=C12)C1=C(C=CC(=N1)C(=O)N)Cl)Cl)C1=CC(=CC(=C1)C)Cl 6-[4-(4-Aminopiperidin-1-yl)-7-chloro-3-(3-chloro-5-methylphenyl)cinnolin-6-yl]-5-chloropyridin-2-carboxamid